[Si](C)(C)(C(C)(C)C)OCCS(=O)(=O)Cl 2-((tert-butyldimethylsilyl)oxy)ethane-1-sulfonyl chloride